FC1=C(C(=C(C(=C1BC1=C(C(=C(C(=C1F)F)F)F)F)F)F)F)F di(pentafluorophenyl)borane